2-(6-bromopyridin-2-yl)Propanoic Acid Methyl Ester COC(C(C)C1=NC(=CC=C1)Br)=O